C(C)OC(=O)C=1N=CN(C1)[C@H](C)C1CC1 1-[(1R)-1-cyclopropylethyl]1H-imidazole-4-carboxylic acid ethyl ester